FC(S(=O)(=O)N[C@@H]1[C@@H](N(CC12CC2)C([C@@](CC)(C)O)=O)CC=2C(=C(C=CC2)C2=CC(=CC(=C2)F)F)F)F 1,1-difluoro-N-((6S,7S)-5-((S)-2-hydroxy-2-methylbutanoyl)-6-((2,3',5'-trifluoro-[1,1'-biphenyl]-3-yl)methyl)-5-azaspiro[2.4]heptan-7-yl)methanesulfonamide